[Si](C1=CC=CC=C1)(C1=CC=CC=C1)(C(C)(C)C)OC[C@@H]1N(CCC1)C(=O)NC1=C(C=C(C(=C1)O[C@H](C(F)(F)F)C)C(NC1=C(C(=NC=C1C)OC)Cl)=O)F (R)-2-(((tert-Butyldiphenylsilyl)oxy)methyl)-N-(4-((3-chloro-2-methoxy-5-methylpyridin-4-yl)carbamoyl)-2-fluoro-5-(((S)-1,1,1-trifluoropropan-2-yl)oxy)phenyl)pyrrolidine-1-carboxamide